C(CCCCCCC)(=O)[O-] octanoic acid anion